C(CCCCCCCCCCCCCCCCC)[SiH3] monostearyl-silane